C(C)(C)(C)OC(=O)N[C@@H](CCCC)C(=O)O t-butoxycarbonyl-norleucine